C(C)(=O)OC=1C=C2C(NC=NC2=CC1OC)=O 3,4-Dihydro-7-methoxy-4-oxoquinazolin-6-ol acetate